O[C@@H](C(C)=O)[C@H]([C@@H](CO)O)O (3r,4s,5r)-3,4,5,6-tetrahydroxyhexanone